CC1=C(OC2=C1C=C(C=C2)S(NCCC2=CC=CC=C2)(=O)=O)C(=O)OCC Ethyl 3-methyl-5-(N-phenylethylsulfamoyl)benzofuran-2-carboxylate